C1=CC=CC=2C=CC=3NC=4C=CC5=C(C4C3C21)C=CC=C5 dibenzo(c,g)carbazole